[6-[(4-methylsulfonylphenyl)methyl]-2-azaspiro[3.4]oct-2-yl]-[rac-(3S)-3-(1H-1,2,4-triazol-5-yl)pyrrolidin-1-yl]methanone CS(=O)(=O)C1=CC=C(C=C1)CC1CC2(CN(C2)C(=O)N2C[C@H](CC2)C2=NC=NN2)CC1 |r|